C(C1=CC=CC=C1)OC(=O)N[C@H](C(=O)OCC)[C@H](CC(=C)C)C=C ethyl (2S,3R)-2-(benzyloxycarbonylamino)-5-methyl-3-vinyl-hex-5-enoate